N-[6-(trifluoromethyl)-3-pyridinyl]-2-azaspiro[3.5]nonane-7-amine FC(C1=CC=C(C=N1)NC1CCC2(CNC2)CC1)(F)F